tert-butyl (S)-(1-(6-((2-(1H-pyrazol-1-yl)benzyl)amino)-9-isopropyl-9H-purin-2-yl)piperidin-3-yl)carbamate N1(N=CC=C1)C1=C(CNC2=C3N=CN(C3=NC(=N2)N2C[C@H](CCC2)NC(OC(C)(C)C)=O)C(C)C)C=CC=C1